C(C)OC=1C=C(C=CC1C=1NC(C2=C(N1)NN=N2)=O)C2=CC(=CC=C2)CC2C(NC(S2)=O)=O 5-((3'-Ethoxy-4'-(7-oxo-6,7-dihydro-3H-[1,2,3]triazolo[4,5-d]pyrimidin-5-yl)-[1,1'-biphenyl]-3-yl)methyl)thiazolidine-2,4-dione